tert-Butyl 4-{[(6R)-2,2-difluoro-6-[4-(methoxycarbonyl)-2-[(oxetan-3-ylmethyl)amino]phenyl]-7-azaspiro[3.5]nonan-7-yl]methyl}-5-methoxy-7-methylindole-1-carboxylate FC1(CC2(C1)C[C@@H](N(CC2)CC2=C1C=CN(C1=C(C=C2OC)C)C(=O)OC(C)(C)C)C2=C(C=C(C=C2)C(=O)OC)NCC2COC2)F